C(#N)C=1C=CC(=C2C=CC=NC12)N1C[C@@]2(C[C@@]2(C1)C(F)(F)F)C(=O)NC1=CC=C(C=C1)N1CCOCC1 (1S,5R)-3-(8-cyanoquinolin-5-yl)-N-(4-morpholinophenyl)-5-(trifluoromethyl)-3-azabicyclo[3.1.0]hexane-1-carboxamide